Butyl (S)-4-(7-bromo-2-chloropyrido[3,2-d]pyrimidin-4-yl)-2-(cyanomethyl)piperazine-1-carboxylate BrC1=CC=2N=C(N=C(C2N=C1)N1C[C@@H](N(CC1)C(=O)OCCCC)CC#N)Cl